(E)-1-(4-bromophenyl)-4-phenyl-1-penten-3-one BrC1=CC=C(C=C1)\C=C\C(C(C)C1=CC=CC=C1)=O